N,N'-((1,1,3,3-tetramethyldisiloxane-1,3-diyl)bis(propane-3,1-diyl))bis(1-azido-3,6,9,12,15-pentaoxaoctadecan-18-amide) C[Si](O[Si](C)(C)CCCNC(CCOCCOCCOCCOCCOCCN=[N+]=[N-])=O)(C)CCCNC(CCOCCOCCOCCOCCOCCN=[N+]=[N-])=O